2-(acetoxyimino)-1-(4-((4-(3-oxo-3-phenylprop-1-en-1-yl)phenyl)thio)phenyl)butan-1-one tert-butyl-3-(2-methylthio-5-oxo-7,8-dihydropyrido[4,3-d]pyrimidin-6(5H)-yl)propanoate C(C)(C)(C)OC(CCN1C(C2=C(N=C(N=C2)SC)CC1)=O)=O.C(C)(=O)ON=C(C(=O)C1=CC=C(C=C1)SC1=CC=C(C=C1)C=CC(C1=CC=CC=C1)=O)CC